5-(2-trimethylsilylethynyl)Pyridine-3-ol C[Si](C#CC=1C=C(C=NC1)O)(C)C